Br[C@@H]1[C@H](CC2(CC2)C1)O (5S,6S)-6-bromospiro[2.4]heptane-5-ol